5-(2-((R)-1-amino-6-fluoro-2,3-dihydro-1H-inden-1-yl)ethyl)-1-(tetrahydro-2H-pyran-4-yl)pyrimidine-2,4,6(1H,3H,5H)-trione hydrochloride Cl.N[C@@]1(CCC2=CC=C(C=C12)F)CCC1C(NC(N(C1=O)C1CCOCC1)=O)=O